FC=1C(=NC=C(C1)F)NC1=NC=C(C(=O)NOCC)C(=C1)NC1=C(C(=CC=C1)C1=NC=C(C=N1)F)OC 6-((3,5-Difluoropyridin-2-yl)amino)-N-ethoxy-4-((3-(5-fluoropyrimidin-2-yl)-2-methoxyphenyl)amino)nicotinamide